C(#N)[C@H]1N(CCC1)C(CNC([O-])=O)=O (2-((S)-2-cyanopyrrolidin-1-yl)-2-oxoethyl)carbamate